N1(CCOCC1)C(=O)C1=CC=C(C=C1)OB(O)O 4-(morpholine-4-carbonyl)phenylboric acid